chloro-5-(5-(4,4,4-trifluoro-3,3-dimethylbut-1-yn-1-yl)-3,4-dihydroquinolin-1(2H)-yl)-[1,2,4]triazolo[4,3-a]quinazoline ClC1=NN=C2N1C1=CC=CC=C1C(=N2)N2CCCC1=C(C=CC=C21)C#CC(C(F)(F)F)(C)C